NC1=NC=2C=CC(=CC2C2=C1C=NN2C)C(=O)N(N(C(=O)OC(C)(C)C)C)CC2=NC=C(C=C2)C(F)(F)F tert-butyl 2-(4-amino-1-methyl-1H-pyrazolo[4,3-c]quinoline-8-carbonyl)-1-methyl-2-((5-(trifluoromethyl)pyridin-2-yl)methyl)hydrazine-1-carboxylate